CC(C)(C(=O)OCC=C)OC(=O)C1=C(C=CC(=C1)N2C(=O)C=C(N(C2=O)C)C(F)(F)F)Cl The molecule is an organofluorine compound that is 1-methyl-6-(trifluoromethyl)pyrimidine-2,4(1H,3H)-dione substituted by a 4-chloro-3-({[2-methyl-1-oxo-1-(prop-2-en-1-yloxy)propan-2-yl]oxy}carbonyl)phenyl group at position 3. It is a herbicide which inhibits the protoporphyrinogen-oxidase enzyme in plant chloroplasts, resulting in rapid knockdown of various broadleaf and grass weeds. It has a role as a herbicide and an EC 1.3.3.4 (protoporphyrinogen oxidase) inhibitor. It is a member of monochlorobenzenes, a benzoate ester, an organofluorine compound, a diester and an olefinic compound. It derives from a uracil.